N[C@@H](CC(=O)OCC)C=1C=C(C(=CC1)F)C1=C(C=CC=C1F)F ethyl (S)-3-amino-3-(2',6,6'-trifluorobiphenyl-3-yl)propanoate